ICCCCCCNC1=C2C(NC(C2=CC=C1)=O)=O 4-((6-iodohexyl)amino)isoindoline-1,3-dione